(S)-2-((4-(6-((2-Cyclopropylpyrazolo[1,5-a]pyridin-7-yl)methoxy)pyridin-2-yl)piperidine-1-yl)methyl)-1-((oxetan-2-yl)methyl)-1H-benzo[d]imidazole-6-carboxylic acid methyl ester COC(=O)C=1C=CC2=C(N(C(=N2)CN2CCC(CC2)C2=NC(=CC=C2)OCC2=CC=CC=3N2N=C(C3)C3CC3)C[C@H]3OCC3)C1